C([C@@H](O)CC(=O)O)(=O)O (S)-(-)-malic acid